C(C)OC(=O)C=1N(C=CN1)C=1SC(=CC1[N+](=O)[O-])C(=O)OC 1-(5-(methoxycarbonyl)-3-nitrothiophen-2-yl)-1H-imidazole-2-carboxylic acid ethyl ester